tetrabutylphosphine lysine salt N[C@@H](CCCCN)C(=O)O.C(CCC)P(CCCC)(CCCC)CCCC